OCCS(=O)(=O)C1=CC(=C(C(=O)N)C=C1)N1CCC2(CC2)CC1 4-((2-hydroxyethyl)sulfonyl)-2-(6-azaspiro[2.5]octan-6-yl)benzamide